acryloyloxy ethylphenyl phosphonate P(OOC(C=C)=O)(OC1=C(C=CC=C1)CC)=O